NC1=C(C=C(C=N1)C=1N=C(N(C1)C12CC(C1)(C2)N2CCC(CC2)(F)F)[C@@H](C(C)C)O)OC(F)(F)F (R)-1-(4-(6-amino-5-(trifluoromethoxy)pyridin-3-yl)-1-(3-(4,4-difluoropiperidin-1-yl)bicyclo[1.1.1]pentan-1-yl)-1H-imidazol-2-yl)-2-methylpropan-1-ol